(Sa)-6-(4-Chloro-1-(4-(2-(methylcarbamoyl)pyridin-4-yl)benzyl)-1H-indazol-7-carboxamido)-2-fluorospiro[3.3]heptan ClC1=C2C=NN(C2=C(C=C1)C(=O)NC1CC2(CC(C2)F)C1)CC1=CC=C(C=C1)C1=CC(=NC=C1)C(NC)=O